C(=O)C1=CC2=C(SC(=C2)C(=O)OC(C)(C)C)C=C1 tert-butyl 5-formylbenzo[b]thiophene-2-carboxylate